(1S,2R)-8-Fluoro-1-(methoxymethoxy)-1,2,3,4-tetrahydronaphthalin-2-yl-carbamat FC=1C=CC=C2CC[C@H]([C@H](C12)OCOC)NC([O-])=O